8-formyl-2-[(2S)-2-(hydroxymethyl)morpholin-4-yl]-N,N-dimethyl-4-oxo-chromene-6-carboxamide C(=O)C=1C=C(C=C2C(C=C(OC12)N1C[C@H](OCC1)CO)=O)C(=O)N(C)C